diethyl sebacate (diethyl sebacate) C(C)C(C(=O)O)(CCCCCCCC(=O)O)CC.C(CCCCCCCCC(=O)OCC)(=O)OCC